2'-(4,5-Dimethyl-1H-imidazol-2-yl)-N-{[1-(hydroxymethyl)cyclopropyl]methyl}-N-methyl-3,4'-bipyridin-5-carboxamid CC=1N=C(NC1C)C1=NC=CC(=C1)C=1C=NC=C(C1)C(=O)N(C)CC1(CC1)CO